C(CC)OC(C)COC(C)CO dipropylene glycol mono-n-propyl ether